2-hydroxy-4-undecyloxy-benzophenone OC1=C(C(=O)C2=CC=CC=C2)C=CC(=C1)OCCCCCCCCCCC